1-(5-bromo-2-methylnaphthalen-1-yl)-1H-pyrrole-2,5-dione BrC1=C2C=CC(=C(C2=CC=C1)N1C(C=CC1=O)=O)C